(2R,4R)-6-chloro-4-hydroxy-N-{(1r,4R)-4-[4-(2,2,2-trifluoroethoxy)-1H-pyrazol-1-yl]cyclohexyl}-3,4-dihydro-2H-1-benzopyran-2-carboxamide ClC=1C=CC2=C([C@@H](C[C@@H](O2)C(=O)NC2CCC(CC2)N2N=CC(=C2)OCC(F)(F)F)O)C1